O[C@@H](CNC=1N=CC2=C(C3=C(NC=4C(=CC=CC34)P(C)(C)=O)CCC2)N1)C (R)-(2-((2-hydroxypropyl)amino)-5,6,7,8-tetrahydropyrimido[4',5':3,4]cyclohepta[1,2-b]indol-9-yl)dimethylphosphine oxide